methyl 6-((2-methoxyethyl) amino)-5-nitropyridinecarboxylate COCCNC1=C(C=CC(=N1)C(=O)OC)[N+](=O)[O-]